CC1=C(C(=CC(=C1CO)C)C)CO (2,4,6-trimethyl-1,3-phenylene)dimethanol